6-((2-(cis-3-fluoro-4-methoxypiperidin-1-yl)pyrimidin-4-yl)amino)-4-(isopropylamino)-N-(3,3,3-trifluoropropyl)nicotinamide F[C@@H]1CN(CC[C@@H]1OC)C1=NC=CC(=N1)NC1=NC=C(C(=O)NCCC(F)(F)F)C(=C1)NC(C)C